C(CC\C=C\CCCCC)(=O)OC Methyl (e)-dec-4-enoate